8-chloro-1-(2,6-dichlorophenyl)-5-(2,3-dihydroxypropoxy)-2-methyl-1,6-naphthyridin-4(1H)-one ClC=1C=NC(=C2C(C=C(N(C12)C1=C(C=CC=C1Cl)Cl)C)=O)OCC(CO)O